Tert-Butyl 5-fluoro-6-(hydroxymethyl)-3,4-dihydroisoquinoline-2(1H)-carboxylate FC1=C2CCN(CC2=CC=C1CO)C(=O)OC(C)(C)C